3-hydroxy-4H-1-benzopyran-4-one OC1=COC2=C(C1=O)C=CC=C2